BrC=1C=C2C(=NC1)N=C(O2)C=2C(=C(C=C(C2)F)NC(C2=C(C=C(C=C2)F)Cl)=O)C N-(3-(6-bromooxazolo[4,5-b]pyridin-2-yl)-5-fluoro-2-methylphenyl)-2-chloro-4-fluorobenzamide